COC1=NN(C=C1B1OC(C(O1)(C)C)(C)C)C 3-methoxy-1-methyl-4-(4,4,5,5-tetramethyl-1,3,2-dioxaborolan-2-yl)-1H-pyrazole